1,1,2,4-butanetetracarboxylic acid C(C(CCC(=O)O)C(=O)O)(C(=O)O)C(=O)O